(9aRS)-7-[2,6-difluoro-4-(2-phenylethynyl)phenyl]-9a-methyl-2-(p-tolylmethyl)-4,9-dihydro-3H-pyrazino[1,2-c]pyrimidine-1,6,8-trione FC1=C(C(=CC(=C1)C#CC1=CC=CC=C1)F)N1C(N2[C@](CC1=O)(C(N(CC2)CC2=CC=C(C=C2)C)=O)C)=O |r|